FC1=CC(=C(C=C1)NC1=C(C(=O)OC)C=C(C=N1)C(F)(F)F)C(C)C methyl 2-((4-fluoro-2-isopropylphenyl)-amino)-5-(trifluoro-methyl)nicotinate